(S)-N-(7-(3-hydroxy-3-methylbut-1-yn-1-yl)-5-methyl-4-oxo-2,3,4,5-tetrahydrobenzo[b][1,4]oxazepin-3-yl)-4-(thiazol-4-ylmethyl)pyridineamide OC(C#CC1=CC2=C(OC[C@@H](C(N2C)=O)NC(=O)C2=NC=CC(=C2)CC=2N=CSC2)C=C1)(C)C